2-(1-benzylimidazol-4-yl)-6-(6-fluoro-4-methoxy-2-pyridinyl)-5-methyl-7,8-dihydro-5H-pyrido[4,3-d]pyrimidine C(C1=CC=CC=C1)N1C=NC(=C1)C=1N=CC2=C(N1)CCN(C2C)C2=NC(=CC(=C2)OC)F